NCCCNC(C1=C(C=C(C=C1)NC=1C=2N(C=CN1)C(=CN2)C2=C(C=C(C=C2)OC)F)CC)=O N-(3-aminopropyl)-2-ethyl-4-[[3-(2-fluoro-4-methoxyphenyl)imidazo[1,2-a]pyrazin-8-yl]amino]benzamide